C(C)OC(=O)C1C(CN(C12SCCS2)C)C2=NN(C(=C2)C)C(F)F ethyl-8-[1-(difluoromethyl)-5-methyl-pyrazol-3-yl]-6-methyl-1,4-dithia-6-azaspiro[4.4]nonane-9-carboxylate